COCOC1=C(C=C(C=C1B1OC(C(O1)(C)C)(C)C)C)N1C2=CC=CC=C2C=2C=CC=CC12 9-(2-(methoxymethyloxy)-5-methyl-3-(4,4,5,5-tetramethyl-1,3,2-dioxaborolan-2-yl)phenyl)-9H-carbazole